OCC1=CC=C(O1)C#N 5-hydroxymethyl-furnitrile